C(C)(CC)(C1=CC=C(C=C1)O)C1=CC=C(C=C1)O 4,4'-secondary butylidenebisphenol